NC1=NC(=C2C(=N1)N(N=C2)CCCCC(=O)NO)C=2OC(=CC2)C 5-(6-amino-4-(5-methylfuran-2-yl)-1H-pyrazolo[3,4-d]pyrimidin-1-yl)-N-hydroxyvaleramide